O=C1NC(CCC1N1C(C2=CC=C(C=C2C1=O)N1CC(C1)C#CC=1C=NN(C1)C(C(=O)NC1=C(C=C(C=C1)C(F)(F)F)N1N=CC=CC1=O)(C)C)=O)=O 2-(4-((1-(2-(2,6-dioxopiperidin-3-yl)-1,3-dioxoisoindolin-5-yl)azetidin-3-yl)ethynyl)-1H-pyrazol-1-yl)-2-methyl-N-(2-(6-oxopyridazin-1(6H)-yl)-4-(trifluoromethyl)phenyl)propanamide